BrC1=CC=C(C=C1)N1C2(CC2)CCN(C1=O)C 4-(4-bromophenyl)-6-methyl-4,6-diazaspiro[2.5]octan-5-one